The molecule is a member of the class of cyclohexanones in which one of the hydrogens at position 2 is substituted by a 2-chlorophenyl group, while the other is substituted by a methylamino group. It has a role as an intravenous anaesthetic, a NMDA receptor antagonist, an analgesic, a neurotoxin, an environmental contaminant and a xenobiotic. It is a member of cyclohexanones, a secondary amino compound and a member of monochlorobenzenes. CNC1(CCCCC1=O)C2=CC=CC=C2Cl